tetra-ethyl-4,4-bis(phosphono)-butanoic acid C(C)C(C(C(=O)O)(CC)CC)(C(P(=O)(O)O)P(=O)(O)O)CC